(R)-N-(5-(5-(difluoromethyl)-1,2,4-oxadiazol-3-yl)-2,3-dihydro-1H-inden-1-yl)cyclobutanecarboxamide FC(C1=NC(=NO1)C=1C=C2CC[C@H](C2=CC1)NC(=O)C1CCC1)F